3-(4-((S)-3-methylmorpholino)-7-(1H-pyrazol-3-yl)imidazo[1,5-b]pyridazin-2-yl)-8-oxa-3-azabicyclo[3.2.1]octane C[C@H]1COCCN1C=1C=2N(N=C(C1)N1CC3CCC(C1)O3)C(=NC2)C2=NNC=C2